di(2-ethylbutyl) 2,5-thiophenedicarboxylate S1C(=CC=C1C(=O)OCC(CC)CC)C(=O)OCC(CC)CC